10-(3-aminopyrrolidin-1-yl)-9-fluoro-3-methyl-2H-[1,4]oxazino[2,3,4-ij]quinolin-7(3H)-one hydrochloride Cl.NC1CN(CC1)C1=C(C=C2C(C=CN3C2=C1OCC3C)=O)F